N-(3,4-dihydroxy-5-(4-chlorophenyl)-2-furanyl)-3-bromo-propylsulfonamide OC1=C(OC(=C1O)C1=CC=C(C=C1)Cl)NS(=O)(=O)CCCBr